O=C1NC(CCC1N1C(C2=CC=C(C=C2C1=O)NC1CC(C1)OC1=CC=C(C=C1)C(C)(C)C1=CC=C(C=C1)OC=1OC(=NN1)C)=O)=O 2-(2,6-dioxopiperidin-3-yl)-5-((1r,3r)-3-(4-(2-(4-((5-methyl-1,3,4-oxadiazol-2-yl)oxy)phenyl)propan-2-yl)phenoxy)cyclobutyl)aminoisoindole-1,3-dione